tert-butyl rac-(3R)-5-[5-[[4-[tert-butoxycarbonyl(methyl)amino]-6-methyl-2-pyridyl]amino]-6-fluoro-2,3-dihydrofuro[3,2-b]pyridin-7-yl]-3-hydroxy-2,3,4,7-tetrahydroazepine-1-carboxylate C(C)(C)(C)OC(=O)N(C1=CC(=NC(=C1)C)NC1=C(C(=C2C(=N1)CCO2)C=2C[C@H](CN(CC2)C(=O)OC(C)(C)C)O)F)C |r|